4-(5-chloro-4-(2-dimethylphosphinylphenyl)aminopyrimidin-2-ylamino)-3-methylpyrazole ClC=1C(=NC(=NC1)NC=1C(=NNC1)C)NC1=C(C=CC=C1)P(=O)(C)C